2,5-bis-(5-tert-butyl-2-benzoxazolyl)thiophene C(C)(C)(C)C=1C=CC2=C(N=C(O2)C=2SC(=CC2)C=2OC3=C(N2)C=C(C=C3)C(C)(C)C)C1